1,3-Di-tert-Butoxycarbonyl-2-(trifluoromethylsulfonyl)guanidine C(C)(C)(C)OC(=O)NC(=NS(=O)(=O)C(F)(F)F)NC(=O)OC(C)(C)C